C1(CCCC1)C1=CC=C(N=N1)N 6-Cyclopentylpyridazin-3-amine